3-{[2-fluoro-3-(methylaminosulfonylamino)phenyl]methyl}-7-(1,3,3-trimethylureido)-3,4-dihydro-2H-1,3-benzoxazin-2-one FC1=C(C=CC=C1NS(=O)(=O)NC)CN1C(OC2=C(C1)C=CC(=C2)N(C(=O)N(C)C)C)=O